5-(6-aminopyridin-3-yl)-2-fluoro-N-isopentyl-benzamide NC1=CC=C(C=N1)C=1C=CC(=C(C(=O)NCCC(C)C)C1)F